COC1=C(C=C(C=C1)C(F)(F)F)C=1C=NC=CC1C(=O)OC methyl 3-[2-methoxy-5-(trifluoromethyl)phenyl]pyridine-4-carboxylate